C(C)OC(C(=C)COCC(C(=O)OCC)=C)=O diethyl-2,2'-[oxybis(methylene)]bis-2-propenoate